[O-]S(=O)(=O)C(F)(F)F.C(C)(C)(C)C1=C(C=CC=C1)[I+]C1=CC=CC=C1 t-butyldiphenyliodonium triflate